C12(CC3CC(CC(C1)C3)C2)CN2N=CC(=C2C)C=2C(=C3C(=NC2)N(C=N3)C=3C=NC(=C(C3)F)NC=3SC2=C(N3)C=CC=C2)C(=O)O 6-(1-(adamantan-1-ylmethyl)-5-methyl-1H-pyrazol-4-yl)-3-(6-(benzo[d]thiazol-2-ylamino)-5-fluoropyridin-3-yl)-3H-imidazo[4,5-b]pyridine-7-carboxylic acid